1-(4-(2-amino-5-fluorophenyl)piperazin-1-yl)-2-hydroxyethan-1-one NC1=C(C=C(C=C1)F)N1CCN(CC1)C(CO)=O